OCC(CO)NC(C1=CN=CC=C1NC1=NC(=NC=C1C(C)C)C1=NC(=CC=C1)C)=O N-(1,3-dihydroxypropan-2-yl)-4-((5-isopropyl-2-(6-methylpyridin-2-yl)pyrimidin-4-yl)amino)nicotinamide